C(C)(=O)N1C[C@@H](CC1)N1C(=NC2=C1C=CC(=C2)C=2C(=NOC2C)C)[C@@H]2CCC(N2C2=CC(=C(C=C2)F)F)=O (S)-5-(1-((R)-1-acetylpyrrolidin-3-yl)-5-(3,5-dimethylisoxazol-4-yl)-1H-benzo[d]imidazol-2-yl)-1-(3,4-difluorophenyl)pyrrolidin-2-one